N-((2S)-6-(3,8-diazabicyclo[3.2.1]octan-3-yl)-7-cyano-1,2,3,4-tetrahydronaphthalen-2-yl)-7-amino-3-methylthieno[2,3-b]pyrazine-6-carboxamide C12CN(CC(CC1)N2)C=2C=C1CC[C@@H](CC1=CC2C#N)NC(=O)C2=C(C=1C(=NC(=CN1)C)S2)N